BrC1=CC=C(C=C1)N1CCC(CC1)C (4-bromophenyl)-4-methylpiperidine